C1(CC1)N1N=CC(=C1C)B1OC(C(O1)(C)C)(C)C 1-cyclopropyl-5-methyl-4-(4,4,5,5-tetramethyl-1,3,2-dioxaborolan-2-yl)pyrazole